C12(CC(CCC1)C1=CC=C(C=C1)O)OC1(OO2)C2CC3CC(CC1C3)C2 4-(dispiro[adamantane-2,3'-[1,2,4]trioxolane-5',1''-cyclohexan]-3''-yl)phenol